C1=CC=CC=2OC3=CC=CC=C3C(C12)=CC(=O)N 2-(9H-xanthen-9-ylidene)acetamide